C[Si](C)(C)C Methyl-trimethyl-silane